Methyl 3-methyl-4-((S)-4-((R)-1-phenylethyl)morpholin-2-yl)benzoate CC=1C=C(C(=O)OC)C=CC1[C@H]1CN(CCO1)[C@H](C)C1=CC=CC=C1